(R)-5-chloro-N-(4-(3-(dimethylamino)pyrrolidin-1-yl)-3-nitrophenyl)-4-(7-methyl-1H-indol-3-yl)pyrimidin-2-amine ClC=1C(=NC(=NC1)NC1=CC(=C(C=C1)N1C[C@@H](CC1)N(C)C)[N+](=O)[O-])C1=CNC2=C(C=CC=C12)C